N-[5-fluoro-2-methyl-4-[5-oxo-4-[(5-piperazin-1-yl-2-pyridyl)amino]-6H-1,6-naphthyridin-2-yl]phenyl]cyclohexanecarboxamide FC=1C(=CC(=C(C1)NC(=O)C1CCCCC1)C)C1=NC=2C=CNC(C2C(=C1)NC1=NC=C(C=C1)N1CCNCC1)=O